(3R)-3-{[10-chloro-2-(4-methoxyphenyl)[1,2,4]triazolo[1,5-c]quinazolin-5-yl]amino}azepan-2-one ClC=1C=2C=3N(C(=NC2C=CC1)N[C@H]1C(NCCCC1)=O)N=C(N3)C3=CC=C(C=C3)OC